FC1=C(C(=O)OC)C=CC=C1CC=1C(OC2=CC(=CC=C2C1C)OC1=NC=CC=C1F)=O methyl 2-fluoro-3-[[7-[(3-fluoro-2-pyridyl)oxy]-4-methyl-2-oxo-chromen-3-yl]methyl]benzoate